(2s)-N-{(1s)-1-Cyano-2-[4-(3,7-dimethyl-2-oxo-2,3-dihydro-1,3-benzoxazol-5-yl)phenyl]ethyl}-1,4-oxazepane-2-carboxamide C(#N)[C@H](CC1=CC=C(C=C1)C=1C=C(C2=C(N(C(O2)=O)C)C1)C)NC(=O)[C@H]1OCCCNC1